4-((2S,5R)-4-(1-(2-fluoro-4-(trifluoromethoxy)phenyl)ethyl)-2,5-dimethylpiperazin-1-yl)-1-methyl-2-oxo-1,2-dihydropyrido[3,2-d]pyrimidine-6-carbonitrile FC1=C(C=CC(=C1)OC(F)(F)F)C(C)N1C[C@@H](N(C[C@H]1C)C=1C2=C(N(C(N1)=O)C)C=CC(=N2)C#N)C